CC=1C=C(C(=C(C1)O)C1=C2C(=C(N=N1)N[C@H]1CN(CCC1)C)C=NC=C2)O 5-methyl-2-(4-{[(3R)-1-methylpiperidin-3-yl]amino}pyrido[3,4-d]pyridazin-1-yl)benzene-1,3-diol